5-[5-[(4-Methylmorpholin-2-yl)methyl]-8-oxa-2,5-diazaspiro[3.5]nonan-2-yl]-5-[4-[4-(trifluoromethoxy)phenoxy]phenyl]hexahydropyrimidine-2,4,6-trione CN1CC(OCC1)CN1C2(CN(C2)C2(C(NC(NC2=O)=O)=O)C2=CC=C(C=C2)OC2=CC=C(C=C2)OC(F)(F)F)COCC1